z-butylpiperazine C(CCC)N1CCNCC1